2-((tert-butyldimethylsilyl)oxy)acetaldehyde [Si](C)(C)(C(C)(C)C)OCC=O